[Cu+2].S([O-])([O-])(=O)=O sulfuric acid copper salt